(S)-N-((7-((5,5-Difluoro-2-oxotetrahydropyrimidin-1(2H)-yl)methyl)imidazo[1,2-b]pyridazin-2-yl)(4,4-difluorocyclohexyl)methyl)-1-isopropyl-1H-1,2,4-triazole-5-carboxamide FC1(CNC(N(C1)CC1=CC=2N(N=C1)C=C(N2)[C@@H](NC(=O)C2=NC=NN2C(C)C)C2CCC(CC2)(F)F)=O)F